(R)-1-methyl-3-(4-(1-phenylpyrrolidin-2-yl)thiazol-2-yl)-1-(2-(pyridin-4-yl)ethyl)urea CN(C(=O)NC=1SC=C(N1)[C@@H]1N(CCC1)C1=CC=CC=C1)CCC1=CC=NC=C1